OC(CCOC(=O)N1CC2=CC=CC=C2CC1)C 3,4-dihydroisoquinoline-2(1H)-carboxylic acid 3-hydroxybutyl ester